tert-butyl (3S)-3-[[4-[6-(dimethylsulfamoyl)-1H-indol-3-yl]-5-(trifluoromethyl)pyrimidin-2-yl]amino]piperidine-1-carboxylate CN(S(=O)(=O)C1=CC=C2C(=CNC2=C1)C1=NC(=NC=C1C(F)(F)F)N[C@@H]1CN(CCC1)C(=O)OC(C)(C)C)C